The molecule is an acyl-CoA(4-) arising from deprotonation of the phosphate and diphosphate OH groups of 3-hydroxyhexacosanoyl-CoA; major species at pH 7.3. It is a 3-hydroxy fatty acyl-CoA(4-) and an 11,12-saturated fatty acyl-CoA(4-). It is a conjugate base of a 3-hydroxyhexacosanoyl-CoA. CCCCCCCCCCCCCCCCCCCCCCCC(CC(=O)SCCNC(=O)CCNC(=O)[C@@H](C(C)(C)COP(=O)([O-])OP(=O)([O-])OC[C@@H]1[C@H]([C@H]([C@@H](O1)N2C=NC3=C(N=CN=C32)N)O)OP(=O)([O-])[O-])O)O